C(C)(C)(C)C1=C(C(=O)O)C=CC=C1Br.BrC=1C=C(C(=O)OC(C)(C)C)C=CC1 tert-butyl 3-Bromobenzoate (tert-butyl-3-Bromobenzoate)